[C@H]1(C[C@H](CCC1)N)N trans-1,3-cyclohexanediamine